FC=1C=CC2=C(N(C(O2)=O)CC2=CC(=CC=C2)OC)C1 5-fluoro-3-(3-methoxybenzyl)benzoxazol-2-one